OC(C)(C)C1=CC=NC=2C(CCCC12)O 4-(2-hydroxypropan-2-yl)-5,6,7,8-tetrahydroquinolin-8-ol